FC1(CC(C1)(C)CN1N=C2C(=CC=C(C2=C1C(=O)NC1=CC(=NC=C1)S(=O)(=N)C)F)C)F 2-((3,3-difluoro-1-methylcyclobutyl)methyl)-4-fluoro-7-methyl-N-(2-(S-methylsulfonimidoyl)pyridin-4-yl)-2H-indazole-3-carboxamide